3-(4-amino-3-fluorophenylethyl)-2-(1-(4-bromophenyl)-3-(4-fluorophenyl)-1H-pyrazol-4-yl)-5-methyl-oxazolidin-4-one NC1=C(C=C(C=C1)CCN1C(OC(C1=O)C)C=1C(=NN(C1)C1=CC=C(C=C1)Br)C1=CC=C(C=C1)F)F